Diphenyl(1-Phenylpropan-2-Yl)Phosphoramidate C1(=CC=CC=C1)C(C(CC1=CC=CC=C1)NP([O-])([O-])=O)C1=CC=CC=C1